C(#N)C1=C(C=C(C=C1)/C(/C(=O)OC)=C\N(C)C)F Methyl (E)-2-(4-cyano-3-fluorophenyl)-3-(dimethylamino)acrylate